N1(N=CN=C1)C1=NC(=NC(=C1)N1N=CN=C1)N 4,6-bis(1H-1,2,4-triazol-1-yl)pyrimidine-2-amine